Z-furoic acid O1C(=CC=C1)C(=O)O